O[C@@H]1C[C@H](N(C1)C(=O)OC(C)(C)C)C(=O)OC(C)(C)C 1,2-di-tert-butyl (2S,4R)-4-hydroxypyrrolidine-1,2-dicarboxylate